O=C1N(CC2=CC(=CC=C12)C(=O)N1CC2=CC=CC(=C2C1)OC(F)(F)F)C1CNCCC1 3-(1-oxo-5-(4-(trifluoromethoxy)isoindoline-2-carbonyl)isoindolin-2-yl)piperidine